cis-5-(3-(3-fluoro-1-methyl-1H-pyrazole-5-carboxamido)-1H-pyrazol-5-yl)tetrahydrofuran-3-yl(4-Nitrophenyl) carbonate C(OC1=C(C=C(C=C1)[N+](=O)[O-])[C@@H]1CO[C@@H](C1)C1=CC(=NN1)NC(=O)C1=CC(=NN1C)F)([O-])=O